(4'-formyl-[1,1'-biphenyl]-4-yl)dimethyl-sulfonium triflate [O-]S(=O)(=O)C(F)(F)F.C(=O)C1=CC=C(C=C1)C1=CC=C(C=C1)[S+](C)C